Cis-lycopene CC(C)=CCC\C(\C)=C\C=C/C(/C)=C/C=C/C(/C)=C/C=C/C=C(\C)/C=C/C=C(\C)/C=C/C=C(\C)/CCC=C(C)C